tert-butyl ((1S,3R)-3-((2-(3-methyl-1,2,4-thiadiazol-5-yl)-5-nitropyridin-4-yl)amino)cyclohexyl)carbamate CC1=NSC(=N1)C1=NC=C(C(=C1)N[C@H]1C[C@H](CCC1)NC(OC(C)(C)C)=O)[N+](=O)[O-]